[C@H]1(CCCC2=CC=CC=C12)C(=O)N1CC2(CC1)C(NC(CC2)=O)=O 2-((R)-1,2,3,4-tetrahydro-naphthalene-1-carbonyl)-2,7-diazaspiro[4.5]decane-6,8-dione